3-(4-((7-(bicyclo[2.2.2]octan-1-ylamino)heptyl)thio)-1-oxoisoindolin-2-yl)piperidine-2,6-dione C12(CCC(CC1)CC2)NCCCCCCCSC2=C1CN(C(C1=CC=C2)=O)C2C(NC(CC2)=O)=O